FC1=C(O[C@H]2O[C@@H]([C@H]([C@@H]([C@@H]2O)O)O)CO)C(=CC(=C1)C1=NC=C(N=C1)C(F)(F)F)C(F)(F)F (2R,3S,4S,5S,6R)-2-(2-fluoro-6-(trifluoromethyl)-4-(5-(trifluoromethyl)pyrazin-2-yl)phenoxy)-6-(hydroxymethyl)tetrahydro-2H-pyran-3,4,5-triol